(R)-6-Fluoro-8-(1-((4-fluoro-2-(4-hydroxypiperidin-1-yl)phenyl)amino)ethyl)-3-methyl-2-(tetrahydro-2H-pyran-4-yl)quinazolin-4(3H)-one FC=1C=C2C(N(C(=NC2=C(C1)[C@@H](C)NC1=C(C=C(C=C1)F)N1CCC(CC1)O)C1CCOCC1)C)=O